BrC=1C=C2N(C(N(C2)CC2=C(C=C(C=C2)OC)OC)=O)C1 6-bromo-2-(2,4-dimethoxybenzyl)-1,2-dihydro-3H-pyrrolo[1,2-c]imidazol-3-one